bis-(3-methacryloxy-2-hydroxypropyl) ether C(C(=C)C)(=O)OCC(COCC(COC(C(=C)C)=O)O)O